4-[4-(1,3-benzodioxan-5-yl)-5-(6-methyl-2-pyridinyl)-1H-imidazol-2-yl]-bicyclo[2.2.2]octane-1-carboxamide O1COCC2=C1C=CC=C2C=2N=C(NC2C2=NC(=CC=C2)C)C21CCC(CC2)(CC1)C(=O)N